3-Methylbenzo[d]isoxazole-5-carboxylic acid methyl ester COC(=O)C=1C=CC2=C(C(=NO2)C)C1